C(C)(=O)O.O water acetate salt